ferrocene palladium(II) chloride [Pd](Cl)Cl.[CH-]1C=CC=C1.[CH-]1C=CC=C1.[Fe+2]